CC1(OC[C@H](N1C(=O)OC(C)(C)C)CCC=O)C tert-butyl (R)-2,2-dimethyl-4-(3-oxopropyl)oxazolidine-3-carboxylate